(4-(2,3-dihydrobenzo[b][1,4]dioxin-6-yl)indoline-1-yl)(5-methyl-4,5,6,7-tetrahydrothiazolo[5,4-c]pyridin-2-yl)methanone O1C2=C(OCC1)C=C(C=C2)C2=C1CCN(C1=CC=C2)C(=O)C=2SC=1CN(CCC1N2)C